N,N'-Bis(3-amino-n-propyl)-piperazin NCCCN1CCN(CC1)CCCN